ClC1=CC2=C(N(C(N=C2N2C[C@H](N(C[C@@H]2C)C(=O)OC(C)(C)C)C)=O)C2=C(C=CC=C2C(C)C)C=O)N=C1C1=C(C=CC=C1)C(C)C (2R,5S)-tert-Butyl 4-(6-chloro-1-(2-formyl-6-isopropylphenyl)-7-(2-isopropylphenyl)-2-oxo-1,2-dihydropyrido[2,3-d]pyrimidin-4-yl)-2,5-dimethylpiperazine-1-carboxylate